1-(6-((4-((6-bromoquinolin-3-yl)amino)pyrimidin-2-yl)amino)indolin-1-yl)-2-(dimethylamino)ethan-1-one BrC=1C=C2C=C(C=NC2=CC1)NC1=NC(=NC=C1)NC1=CC=C2CCN(C2=C1)C(CN(C)C)=O